2-(2-(imidazo[1,2-a]pyridin-8-yl)ethyl)nicotinaldehyde N=1C=CN2C1C(=CC=C2)CCC2=C(C=O)C=CC=N2